ClC1=C(C=C2C=C(N=CC2=C1)NC(=O)[C@H]1CC12CCOCC2)N2C[C@@H](N(CC2)[C@]2(COC[C@H]2O)C)C (S)-N-(7-chloro-6-((S)-4-((3S,4S)-4-hydroxy-3-methyltetrahydrofuran-3-yl)-3-methylpiperazin-1-yl)isoquinolin-3-yl)-6-oxaspiro[2.5]octane-1-carboxamide